methyl-N-((S)-pyrrolidine-3-carbonyl)-L-valine tert-butyl ester C(C)(C)(C)OC([C@@H](N(C(=O)[C@@H]1CNCC1)C)C(C)C)=O